p-methoxyBenzyl-benzaldehyde COC1=CC(=C(C=O)C=C1)CC1=CC=CC=C1